BrC=1C(=C(C(=NC1)C1=C(C=C(C#N)C=C1)F)[N+](=O)[O-])NC(C)C 4-(5-bromo-4-isopropylamino-3-nitropyridin-2-yl)-3-fluorobenzonitrile